1-(5-((4-(6-(bis(4-methoxybenzyl)amino)pyrimidin-4-yl)-4H-1,2,4-triazol-3-yl)amino)-4-methylpyridin-2-yl)propan-1-one COC1=CC=C(CN(C2=CC(=NC=N2)N2C(=NN=C2)NC=2C(=CC(=NC2)C(CC)=O)C)CC2=CC=C(C=C2)OC)C=C1